N-(1-acetylpiperidin-4-yl)-2-oxo-2,3-dihydro-1H-imidazo[4,5-b]pyridine-6-carboxamide C(C)(=O)N1CCC(CC1)NC(=O)C=1C=C2C(=NC1)NC(N2)=O